ClC1=CC=C(C=C1)CN(S(=O)(=O)C1=CC=C(C=C1)NC(NCC=1C=NC=CC1)=O)C 3-(4-{[(4-chlorophenyl)methyl](methyl)sulfamoyl}phenyl)-1-(pyridin-3-ylmethyl)urea